FC1=C2C(=NC=3N(C2=CC=C1F)C(=NN3)C)N3CCN(CC1=C3C=CC=C1C#CC1(CC1)C(F)(F)F)C 6,7-difluoro-1-methyl-5-[4-methyl-6-[2-[1-(trifluoromethyl)cyclopropyl]ethynyl]-3,5-dihydro-2H-1,4-benzodiazepin-1-yl]-[1,2,4]triazolo[4,3-a]quinazoline